OC=1C(=CC=2C3=C(C(N(C2C1)CCC(=O)N)=O)C=NN3C)O 3-{7,8-dihydroxy-1-methyl-4-oxo-1h,4h,5h-pyrazolo[4,3-c]quinolin-5-yl}propionamide